sulfosuccinimidyl-4-(p-maleimidophenyl)butyrate S(=O)(=O)(O)C(C(=O)[O-])(CCC1=CC=C(C=C1)N1C(C=CC1=O)=O)N1C(CCC1=O)=O